ethyl 1-[1-{5-chloro-2-[(trifluoromethanesulfonyl)oxy]phenyl}piperidin-3-yl]-5-(difluoromethyl)-1H-pyrazole-4-carboxylate ClC=1C=CC(=C(C1)N1CC(CCC1)N1N=CC(=C1C(F)F)C(=O)OCC)OS(=O)(=O)C(F)(F)F